O=C1N(C(C2=CC=CC=C12)=O)CCCCOC=1C=C(C=C(C1)CN(CC1=NC=CC=C1)CC1=CC=CC(=N1)NC(CCCCC)=O)CN(CC1=NC=CC=C1)CC1=CC=CC(=N1)NC(CCCCC)=O N,N'-(((((5-(4-(1,3-dioxoisoindolin-2-yl)butoxy)-1,3-phenylene)bis(methylene))bis((pyridin-2-ylmethyl)azanediyl))bis(methylene))bis(pyridine-6,2-diyl))dihexanamide